benzhydryl (3R,5R,6R)-6-amino-3-(3-(((E)-benzylidene)amino)-2-oxoimidazolidin-1-yl)-7-oxo-4-thia-1-azabicyclo[3.2.0]heptane-3-carboxylate hydrochloride Cl.N[C@H]1[C@H]2S[C@](CN2C1=O)(C(=O)OC(C1=CC=CC=C1)C1=CC=CC=C1)N1C(N(CC1)/N=C/C1=CC=CC=C1)=O